4-(3-aminopyridin-4-yl)-N-(5-chloro-6-(2H-1,2,3-triazol-2-yl)pyridin-3-yl)-2-fluoro-5-Isopropoxybenzamide NC=1C=NC=CC1C1=CC(=C(C(=O)NC=2C=NC(=C(C2)Cl)N2N=CC=N2)C=C1OC(C)C)F